O1CCC2=C1C=CC(=C2)N2C(CC[C@H]2C2=NC1=C(N2C2CS(CCC2)(=O)=O)C=CC(=C1)C=1C(=NOC1C)C)=O (5S)-1-(2,3-dihydrobenzofuran-5-yl)-5-(5-(3,5-dimethylisoxazol-4-yl)-1-(1,1-dioxidotetrahydro-2H-thiopyran-3-yl)-1H-benzo[d]imidazol-2-yl)pyrrolidin-2-one